N-(7-(difluoromethoxy)-5-methoxy-1H-indazol-3-yl)-4-fluorobenzamide FC(OC=1C=C(C=C2C(=NNC12)NC(C1=CC=C(C=C1)F)=O)OC)F